NCC1=NNC(C2=C(C=C(C=C12)C1=C(N(N=C1)C)C1=C(C2=CC=CC=C2C=C1)C#N)CC)=O 2-[4-[4-(aminomethyl)-8-ethyl-1-oxo-2H-phthalazin-6-yl]-2-methyl-pyrazol-3-yl]naphthalene-1-carbonitrile